FC(C1=C(C=CC=C1C(F)(F)F)O)(F)F 2,3-bis(trifluoromethyl)phenol